1,3-bis(1,2,4-triazol-1-yl)propane N1(N=CN=C1)CCCN1N=CN=C1